2-((4-(((S)-2-hydroxy-1-phenylethyl)amino)-5-(3-(2-hydroxypropan-2-yl)-1,2,4-oxadiazol-5-yl)pyrimidin-2-yl)amino)-7-methyl-6,7-dihydro-5H-pyrrolo[3,4-b]pyridin-5-one OC[C@H](C1=CC=CC=C1)NC1=NC(=NC=C1C1=NC(=NO1)C(C)(C)O)NC1=CC=C2C(=N1)C(NC2=O)C